(R)-5-amino-1-(4-bromo-3-(trifluoromethyl)benzoyl)-2-methyl-1,2,3,6-tetrahydropyridine-4-carboxylic acid ethyl ester C(C)OC(=O)C=1C[C@H](N(CC1N)C(C1=CC(=C(C=C1)Br)C(F)(F)F)=O)C